F[C@H]1C[C@H](N(C1)C(CN1CCC(CC1)NC1=C2C=C(C=NC2=CC=C1)C)=O)C#N (2S,4S)-4-fluoro-1-(2-(4-((3-methylquinolin-5-yl)amino)piperidin-1-yl)acetyl)pyrrolidine-2-carbonitrile